5-[4-[(2-Chloropyridin-3-yl)carbonylamino]phenyl]-1H-naphtho[1,2-b][1,4]diazepine-2,4(3H,5h)-dione ClC1=NC=CC=C1C(=O)NC1=CC=C(C=C1)N1C2=C(NC(CC1=O)=O)C1=CC=CC=C1C=C2